tert-butyl (1-(5-(3-(benzyloxy)-4-methoxyphenyl)-6-(4-cyano-3-fluorophenyl)-4-methoxy-3-methylpyridin-2-yl)piperidin-4-yl)carbamate C(C1=CC=CC=C1)OC=1C=C(C=CC1OC)C=1C(=C(C(=NC1C1=CC(=C(C=C1)C#N)F)N1CCC(CC1)NC(OC(C)(C)C)=O)C)OC